NC=1C=C(C=CC1SC)C1=C(N=C2N1CCN2C(C)=O)C2=NC(=CC=C2)C 1-(5-(3-Amino-4-(methylthio)phenyl)-6-(6-methylpyridin-2-yl)-2,3-dihydro-1H-imidazo[1,2-a]imidazol-1-yl)ethan-1-one